CC1=CC2=C(N=N1)CCN=C2 3-methyl-7,8-dihydropyrido[4,3-c]Pyridazine